COC1=CC(=C(C=C1)CNC1=NN2C(NC(=CC2=O)CCC)=N1)C 2-[(4-methoxy-2-methyl-phenyl)methylamino]-5-propyl-4H-[1,2,4]triazolo[1,5-a]pyrimidin-7-one